ClC=1C=C2C(=C3C4(NC(NC13)=O)CCCCC4)OC(=C2)C(=O)NC(CO)C(C)C 5'-chloro-N-(1-hydroxy-3-methylbutan-2-yl)-7'-oxo-7',8'-dihydro-6'H-spiro[cyclohexane-1,9'-furo[2,3-f]quinazoline]-2'-carboxamide